(1R,3R)-3-(aminomethyl)cyclohexane-1-carboxylic acid NC[C@H]1C[C@@H](CCC1)C(=O)O